FC(C=1NC(=C([NH+]1)C#N)C#N)(F)F 2-trifluoromethyl-4,5-dicyanoimidazolium